FC1=C(C=CC(=N1)C(=O)NC=1C=NN(C1)C)N1CCN(CC1)CC=1C(=C2NC(C(=NC2=CC1)C)=O)F 6-fluoro-5-(4-((5-fluoro-2-methyl-3-oxo-3,4-dihydroquinoxalin-6-yl)methyl)piperazin-1-yl)-N-(1-methyl-1H-pyrazol-4-yl)picolinamide